5-Methyl-2-(1-methyl-1H-imidazol-2-yl)-6-(1-methyl-1H-pyrazol-3-yl)-N-(5-(2,2,2-trifluoroethoxy)pyridin-2-yl)pyrrolo[2,1-f][1,2,4]triazin-4-amine CC=1C(=CN2N=C(N=C(C21)NC2=NC=C(C=C2)OCC(F)(F)F)C=2N(C=CN2)C)C2=NN(C=C2)C